(3-dimethylaminopropyl)-3-ethyl-carbodiimide hydrochloride Cl.CN(CCCN=C=NCC)C